4-(hexyloxy)-Chloro(4-methoxyphenyl)methyl dodecanoate C(CCCCCCCCCCC)(=O)OC(C1=CCC(C=C1)(OC)OCCCCCC)Cl